C(C)OC(=O)C=1N=CN(C1)C.BrC=1N(C(=C(N1)C1=NC2=C(C=NC(=C2)C(F)(F)F)N1C)SCC)C 2-[2-bromo-5-(ethylsulfanyl)-1-methyl-1H-imidazol-4-yl]-3-methyl-6-(trifluoromethyl)-3H-imidazo[4,5-c]pyridine Ethyl-1-methyl-1H-imidazole-4-carboxylate